(rac)-Cis-7-cyclobutoxy-N-(1-(2-fluorocyclopropyl)-2-oxo-1,2-dihydropyridin-3-yl)-2-(1-methyl-2-oxabicyclo[2.1.1]hexan-4-yl)imidazo[1,2-a]pyridine-6-carboxamide C1(CCC1)OC1=CC=2N(C=C1C(=O)NC=1C(N(C=CC1)C1C(C1)F)=O)C=C(N2)[C@@]21CO[C@@](C2)(C1)C